FC=1C(=C2C(=NC1)NC(=N2)C2CCOCC2)C2CCN(CC2)C=O [4-(6-fluoro-2-tetrahydropyran-4-yl-3H-imidazo[4,5-b]pyridin-7-yl)-1-piperidyl]methanone